N-(5-(4-cyanophenyl)thiazolo[5,4-b]pyridin-2-yl)-4-(2-methoxy-6-methylphenyl)-6-methylnicotinamide C(#N)C1=CC=C(C=C1)C1=CC=C2C(=N1)SC(=N2)NC(C2=CN=C(C=C2C2=C(C=CC=C2C)OC)C)=O